C(CC)(=O)OC1=CC=C2C(=CNC2=C1)CCN(C(C)C)C(C)C 3-(2-(diisopropylamino) ethyl)-1H-indol-6-yl propionate